C1(CCCCC1)CC1(CCNCC1)CN (4-(cyclohexylmethyl)piperidin-4-yl)methylamine